ClC=1C=C(C=CC1)N1C(N(C(C1)C#N)C1=CN=CC2=CC=C(C=C12)C(=O)NCCOC)=O 4-(3-(3-chlorophenyl)-5-cyano-2-oxoimidazolidin-1-yl)-N-(2-methoxyethyl)isoquinoline-6-carboxamide